7-chloro-5-(1-cyclopropyl-ethoxy)-3-methyl-3H-imidazo[4,5-b]pyridine ClC1=C2C(=NC(=C1)OC(C)C1CC1)N(C=N2)C